2-chloro-4-{[4-({3-[methyl(methylsulfonyl)amino]benzyl}amino)-5-(trifluoromethyl)pyrimidin-2-yl]amino}benzamide ClC1=C(C(=O)N)C=CC(=C1)NC1=NC=C(C(=N1)NCC1=CC(=CC=C1)N(S(=O)(=O)C)C)C(F)(F)F